2,4-bis[(stearylthio)methyl]-o-cresol C(CCCCCCCCCCCCCCCCC)SCC1(CC(=CC=C1O)CSCCCCCCCCCCCCCCCCCC)C